The molecule is a member of the class of benzamides obtained by the formal condensation of 2-(aminomethyl)-3,4,6-trichlorophenol and benzoic acid. The carboxamide is further esterified at the phenolic hydroxy group by 4-nitrobenzoic acid. It is a C-nitro compound, a benzoate ester, a member of benzamides and a trichlorobenzene. It derives from a 4-nitrobenzoic acid, a 2-(aminomethyl)-3,4,6-trichlorophenol and a benzoic acid. C1=CC=C(C=C1)C(=O)NCC2=C(C(=CC(=C2Cl)Cl)Cl)OC(=O)C3=CC=C(C=C3)[N+](=O)[O-]